tert-butyl 4-(4-fluoro-1-methyl-2,6-dioxo-1,2-dihydro-6H-chromeno[8,7-d]oxazol-8-yl)piperidine-1-carboxylate FC1=CC=2C(C=C(OC2C=2N(C(OC21)=O)C)C2CCN(CC2)C(=O)OC(C)(C)C)=O